C(CC)N=C=N 3-propyl-carbodiimide